O=C1NC(CCC1N1C(C2=CC=CC(=C2C1=O)NC1CC(C1)OCCCNC)=O)=O 2-(2,6-Dioxo-3-piperidyl)-4-[[3-[3-(methylamino)propoxy]cyclobutyl]amino]isoindoline-1,3-dione